1-hydroxyethyl-2(1H)-quinoxalinone OC(C)N1C(C=NC2=CC=CC=C12)=O